C(C1=CC=CC=C1)OC(=O)N1[C@@H](CCC1)C1=NC2=NC=NC(=C2N1)C(=O)O (S)-8-(1-((benzyloxy)carbonyl)pyrrolidin-2-yl)-7H-purine-6-carboxylic acid